ClC1=C(C=C(OCC(=O)N[C@@H]2CC[C@H](CC2)C(=O)O)C=C1)F trans-4-(2-(4-chloro-3-fluorophenoxy)acetamido)cyclohexanecarboxylic acid